di-methyl-pentyl-p-phenylenediamine CN(C1=CC=C(C=C1)NCCCCC)C